CC1=CC=CC=C1O[C@H](CCNC)C2=CC=CC=C2 The molecule is a secondary amino compound having methyl and 3-(2-methylphenoxy)-3-phenylpropan-1-yl substituents. It has a role as an adrenergic uptake inhibitor, an antidepressant, a xenobiotic and an environmental contaminant. It is an aromatic ether, a secondary amino compound and a member of toluenes.